OC[C@H](C(=O)OCC1=CC=CC=C1)NC(=O)[C@H]1CCN(CC12CC2)C=2C1=C(N=CN2)NC=C1 Benzyl (2R)-3-hydroxy-2-[[(8S)-5-(7H-pyrrolo[2,3-d]pyrimidin-4-yl)-5-azaspiro[2.5]octane-8-carbonyl]amino]propanoate